FC=1C(=CC(=NC1)OC)C1=CC(=NN1)C(=O)N1C2(CC2)C[C@H](CC1)C(=O)NC[C@@H]1C([S@](CC1)(=O)=N)(C)C (S)-4-(5-(5-fluoro-2-methoxypyridin-4-yl)-1H-pyrazole-3-carbonyl)-N-(((1S,3R)-1-imino-2,2-dimethyl-1-oxidotetrahydro-1H-1λ6-thiophen-3-yl)methyl)-4-azaspiro[2.5]octane-7-carboxamide